2-[3-[(1R)-1-aminoethyl]-2-fluorophenyl]-2,2-difluoroethanol N[C@H](C)C=1C(=C(C=CC1)C(CO)(F)F)F